BrC1=CC2=C(C=3C4=CC=CC=C4NC13)OC1=C2C=CC=C1 6-bromo-5H-benzofuro[3,2-c]carbazole